FC1=C(C(=O)N[C@H](C(=O)OC)CC2=C3C=CC=NC3=C(C=C2)N2C(N(C3=NC=NC=C3C2=O)C)=O)C(=CC(=C1)N1[C@H](COCC1)C(F)(F)F)C Methyl (S)-2-(2-fluoro-6-methyl-4-((R)-3-(trifluoromethyl)morpholino)benzamido)-3-(8-(1-methyl-2,4-dioxo-1,4-dihydropyrimido[4,5-d]pyrimidin-3(2H)-yl)quinolin-5-yl)propanoate